(2R,3R)-2-(2,5-difluorophenyl)-3-((2-(pyridin-4-yl)ethyl-2-d)disulfanyl)-1-(1H-1,2,4-triazol-1-yl)butan-2-ol FC1=C(C=C(C=C1)F)[C@@](CN1N=CN=C1)([C@@H](C)SSCC([2H])C1=CC=NC=C1)O